S(=O)(=O)(O)O.C1=CC(O)=C2C=3[C@@]45[C@@H](O2)[C@@H](O)C=C[C@H]4[C@@H](CC13)N(C)CC5 (+)-Morphine sulfate